1-butyl-5-(2-chloro-5-(isobutyrylaminomethyl)benzoylamino)-N-(3-(trifluoromethoxy)phenyl)-1H-indole-2-carboxamide C(CCC)N1C(=CC2=CC(=CC=C12)NC(C1=C(C=CC(=C1)CNC(C(C)C)=O)Cl)=O)C(=O)NC1=CC(=CC=C1)OC(F)(F)F